(R)-1-(6-(4-(5-chloro-6-methyl-1H-indazol-4-yl)-5-methyl-3-phenyl-1H-pyrazol-1-yl)-2-azaspiro[3.3]hept-2-yl)prop-2-en-1-one ClC=1C(=C2C=NNC2=CC1C)C=1C(=NN(C1C)C1CC2(CN(C2)C(C=C)=O)C1)C1=CC=CC=C1